tris(1,1-dimethyl-2-propynyloxy)methylsilane tert-Butyl-(1-(4-(2-(2-aminopyridin-3-yl)-5-cyclohexyl-3H-imidazo[4,5-b]pyridin-3-yl)benzyl)piperidin-4-yl)carbamate C(C)(C)(C)N(C(O)=O)C1CCN(CC1)CC1=CC=C(C=C1)N1C(=NC=2C1=NC(=CC2)C2CCCCC2)C=2C(=NC=CC2)N.CC(C#C)(OC(OC(C#C)(C)C)(OC(C#C)(C)C)[SiH3])C